(Z)-ethyl 2-chloro-2-(2-(o-tolyl)hydrazono)acetate Cl\C(\C(=O)OCC)=N/NC1=C(C=CC=C1)C